C(C)(C)(C)OC(CC1=C(C=CC(=C1)F)NC(=O)C=1C=CC(=C(C1)NC(=O)C1=NN(C2=CC=CC=C12)CC1CCN(CC1)C(=O)OC(C)(C)C)N1CCCCC1)=O tert-butyl 4-((3-((5-((2-(2-(tert-butoxy)-2-oxoethyl)-4-fluorophenyl) carbamoyl)-2-(piperidin-1-yl)phenyl)carbamoyl)-1H-indazol-1-yl)methyl)piperidine-1-carboxylate